FC=1C=C(C=CC1)C(CC1=CC=CC2=CC=CC(=C12)O)=O 1-(3-fluorophenyl)-2-(8-hydroxynaphthalen-1-yl)ethan-1-one